CC(C(CC)O)CCC 4-methyl-3-heptyl alcohol